C(C)(C)NC(=O)NC(C(F)(F)F)(C)[C@]1(CN(CC1)C(C)(C)C=1C=NC(=CC1)C)CCC=1SC(=CC1)F |o1:13| 1-isopropyl-3-(1,1,1-trifluoro-2-((R or S)-3-(2-(5-fluoro-thiophen-2-yl)ethyl)-1-(2-(6-methylpyridin-3-yl)propan-2-yl)pyrrolidin-3-yl)propan-2-yl)urea